NCCC(=O)N1C(CC(CC1(C)C)C(=O)C=1N=NC(=CC1)C1=C(C=C(C=C1)C=1C=NNC1)O)(C)C 3-amino-1-(4-(6-(2-hydroxy-4-(1H-pyrazol-4-yl)phenyl)pyridazine-3-carbonyl)-2,2,6,6-tetramethylpiperidin-1-yl)propan-1-one